6-(3-chloro-6-(difluoromethyl)-2-fluorophenyl)-N-(1-((S or R)-1-(4,5-dimethyl-6-((1R,5S)-2-oxo-3-azabicyclo[3.1.0]hex-3-yl)pyridin-3-yl)ethyl)-1H-pyrazol-4-yl)pyrazine-2-carboxamide ClC=1C(=C(C(=CC1)C(F)F)C1=CN=CC(=N1)C(=O)NC=1C=NN(C1)[C@@H](C)C=1C=NC(=C(C1C)C)N1C([C@@H]2C[C@@H]2C1)=O)F |o1:24|